4-fluoro-2-isopropoxybenzoic Acid Carbonate C(O)(O)=O.FC1=CC(=C(C(=O)O)C=C1)OC(C)C